5-(3-bromo-2-chlorophenyl)-3-methoxypyrazine-2-carbaldehyde BrC=1C(=C(C=CC1)C=1N=C(C(=NC1)C=O)OC)Cl